benzyl (6-bromo-2,3-dihydro-1H-inden-1-yl)carbamate BrC1=CC=C2CCC(C2=C1)NC(OCC1=CC=CC=C1)=O